C1(CC1)C1=CC=2N(C(C(=C(N2)C(F)(F)F)C=2C=NN(C2)CC(C(F)(F)F)(F)F)=O)C=C1 8-cyclopropyl-3-(1-(2,2,3,3,3-pentafluoropropyl)-1H-pyrazol-4-yl)-2-(trifluoromethyl)-4H-pyrido[1,2-a]pyrimidin-4-one